C1(=CC(=CC=C1)C1=CC=CC=2C3=CC=CC=C3C=CC12)C=CC1=CC(=CC=C1)C1=CC=CC=2C3=CC=CC=C3C=CC12 (Stilbene-3,3'-diyl)diphenanthrene